toluene-bis(ethyl thiocarbamate) C(C)NC(O)=S.C(C)NC(O)=S.CC1=CC=CC=C1